FC1=CC=C(C=C1)C(C(O)O)=O 1-(4-fluorophenyl)-2,2-dihydroxyethanone